1-((2R,3R,4R,5R)-3-(2-aminoethoxy)-4-hydroxy-5-(hydroxymethyl)tetrahydrofuran-2-yl)pyrimidine-2,4(1H,3H)-dione NCCO[C@H]1[C@@H](O[C@@H]([C@H]1O)CO)N1C(NC(C=C1)=O)=O